C(OCCl)(OC1=CC=C(C=C1)[N+](=O)[O-])=O chloromethyl 4-nitrophenyl carbonate